zirconium tetrat-butoxide CC(C)(C)[O-].CC(C)(C)[O-].CC(C)(C)[O-].CC(C)(C)[O-].[Zr+4]